ClC1=NC(=NC(=C1OC(C)C)C1=C(C=CC=C1C)C)NS(=O)(=O)C=1C=C(C(=O)O)C=CC1 3-[[4-Chloro-6-(2,6-dimethylphenyl)-5-isopropoxy-pyrimidin-2-yl]sulfamoyl]benzoic acid